CCCCCCCCCCCCCCCCCCCC(=O)O[C@H](COC(=O)CCCCCCC/C=C\C/C=C\CCCCC)COP(=O)(O)OC[C@@H](C(=O)O)N 1-(9Z,12Z-octadecadienoyl)-2-eicosanoyl-glycero-3-phosphoserine